(R)-3,3,5-Trimethyl-pyrrolidin-2-on CC1(C(N[C@@H](C1)C)=O)C